OC(C(=O)N1CCC(CC1)C(=O)N([C@H](C(F)(F)F)C1=CC=C(C=C1)NC=1C(=C2C(=NC1)SC(=N2)C)[C@H](C)OC)C)(C)C 1-(2-hydroxy-2-methylpropanoyl)-N-methyl-N-{(1S)-2,2,2-trifluoro-1-[4-({7-[(1S)-1-methoxyethyl]-2-methyl[1,3]thiazolo[5,4-b]pyridin-6-yl}amino)phenyl]ethyl}piperidine-4-carboxamide